N-[1-(dicyclopropylmethyl)-2-[[5-[5-ethyl-3-methyl-1-(2-trimethylsilylethoxymethyl)pyrazol-4-yl]-6-fluoro-2-pyridyl]amino]-2-oxo-ethyl]-3-isopropyl-isoxazole-4-carboxamide C1(CC1)C(C(C(=O)NC1=NC(=C(C=C1)C=1C(=NN(C1CC)COCC[Si](C)(C)C)C)F)NC(=O)C=1C(=NOC1)C(C)C)C1CC1